NC=1C(=NC(=CN1)C1=C(C=CC(=C1)C(C(F)(F)F)(C(=O)N)O)C)C(=O)N[C@H](CO)C 3-amino-6-(5-(3-amino-1,1,1-trifluoro-2-hydroxy-3-oxopropan-2-yl)-2-methylphenyl)-N-((S)-1-hydroxypropan-2-yl)pyrazine-2-carboxamide